3-(1-((4-(7-((4-((3,5-Dichloropyridin-4-yl)amino)-7-methoxy-2-oxo-2H-chromen-8-yl)oxy)heptyl)phenoxy)methyl)-4-oxo-4H-thieno[3,4-c]pyrrol-5(6H)-yl)piperidine-2,6-dione ClC=1C=NC=C(C1NC1=CC(OC2=C(C(=CC=C12)OC)OCCCCCCCC1=CC=C(OCC=2SC=C3C2CN(C3=O)C3C(NC(CC3)=O)=O)C=C1)=O)Cl